(4R)-N-[(5-Cyclopropylpyrazin-2-yl)methyl]-2-{[(2S)-1,4-dioxan-2-yl]methyl}-4-methyl-8-(trifluoromethyl)-4,5-dihydro-2H-furo[2,3-g]indazole-7-carboxamide C1(CC1)C=1N=CC(=NC1)CNC(=O)C1=C(C2=C(C[C@H](C3=CN(N=C23)C[C@@H]2OCCOC2)C)O1)C(F)(F)F